methyl 4-((1-(tert-butoxycarbonyl)-4-fluoropiperidin-4-yl)ethynyl)-6-methylpicolinate C(C)(C)(C)OC(=O)N1CCC(CC1)(F)C#CC1=CC(=NC(=C1)C)C(=O)OC